CCC(CCC)=O 3-Hexanal